C(C)(C)(C)C=1C=C(N(N1)C1=CC=C(C=C1)F)NC(NC=1SC(=CN1)CCC1=CC(=NC=C1)NC(C)=O)=O N-{4-[2-(2-{3-[5-tert-Butyl-2-(4-fluoro-phenyl)-2H-pyrazol-3-yl]-ureido}-thiazol-5-yl)-ethyl]-pyridin-2-yl}-acetamide